C(N)(=O)C1=CC=C(C=N1)NC(=O)[C@H]1CC12CCN(CC2)C(=O)[O-] (S)-1-((6-carbamoylpyridin-3-yl)carbamoyl)-6-azaspiro[2.5]octane-6-carboxylate